((2R,4S,5R)-4-(benzyloxy)-5-((benzyloxy)methyl)tetrahydrofuran-2-yl)methyl methanesulfonate CS(=O)(=O)OC[C@@H]1O[C@@H]([C@H](C1)OCC1=CC=CC=C1)COCC1=CC=CC=C1